2-((tertbutyldimethylsilyl)oxy)ethyl ((4-aminophenyl)(imino)methyl)carbamate NC1=CC=C(C=C1)C(=N)NC(OCCO[Si](C)(C)C(C)(C)C)=O